2,6-dimethylenetetrahydro-1H-pyrrolizin tert-butyl-(R)-3-(7-bromo-3-(4-phenoxyphenyl)-1H-pyrazolo[4,3-c]pyridin-1-yl)piperidine-1-carboxylate C(C)(C)(C)OC(=O)N1C[C@@H](CCC1)N1N=C(C=2C=NC=C(C21)Br)C2=CC=C(C=C2)OC2=CC=CC=C2.C=C2CC1CC(CN1C2)=C